N-(2-((6-(2,6-dichloro-3,5-dimethoxyphenyl)-8-(dimethylamino)pyrido[3,4-d]pyrimidin-2-yl)amino)-3-methylphenyl)acrylamide ClC1=C(C(=C(C=C1OC)OC)Cl)C1=CC2=C(N=C(N=C2)NC2=C(C=CC=C2C)NC(C=C)=O)C(=N1)N(C)C